C(C(O)CO)C(O)C(CO)(COCC(CO)(CO)CO)CO glyceryl-dipentaerythritol